COC=1C=C2CCN3C(C2=CC1C=1N=NN(N1)C)=C(C=C3C(=O)N3[C@](CC3)(C#N)C)CC(F)(F)F (R)-1-(8-methoxy-9-(2-methyl-2H-tetrazol-5-yl)-1-(2,2,2-trifluoroethyl)-5,6-dihydropyrrolo[2,1-a]isoquinoline-3-carbonyl)-2-methylazetidine-2-carbonitrile